C(C1=CC=CC=C1)C(C(=O)NC=1C=NC2=CC=CC=C2C1)(CC(=C)C)C 2-benzyl-2,4-dimethyl-N-(3-quinolyl)pent-4-enamide